di-(2-ethylhexyl)-phosphate C(C)C(COP(=O)(OCC(CCCC)CC)[O-])CCCC